C(C)(C)(C)OC1=CC=C(C[C@H](NC(C[C@H](CO[Si](C(C)(C)C)(C)C)NC(OCC2=CC=CC=C2)=O)=O)C(N(CC(OCC)OCC)CC2=CC=CC3=CC=CC=C23)=O)C=C1 benzyl ((6R,10S)-10-(4-(tert-butoxy)benzyl)-14-ethoxy-2,2,3,3-tetramethyl-12-(naphthalen-1-ylmethyl)-8,11-dioxo-4,15-dioxa-9,12-diaza-3-silaheptadecan-6-yl)carbamate